tert-butyl 2-[[4-[6-[[4-[1-(2,2-difluoroethyl)pyrazol-4-yl]-2-fluoro-phenyl]methoxy]-2-pyridyl]-2,5-difluoro-phenyl]methyl]-3-(2-methoxyethyl)benzimidazole-5-carboxylate FC(CN1N=CC(=C1)C1=CC(=C(C=C1)COC1=CC=CC(=N1)C1=CC(=C(C=C1F)CC=1N(C2=C(N1)C=CC(=C2)C(=O)OC(C)(C)C)CCOC)F)F)F